ClCC1=NC=NN1C 5-(chloromethyl)-1-methyl-1H-1,2,4-triazole